6-chloro-7-deaza-7-iodopurine Tert-butyl-(4-bromobenzyl)(2-iodophenyl)carbamate C(C)(C)(C)OC(N(C1=C(C=CC=C1)I)CC1=CC=C(C=C1)Br)=O.ClC1=C2C(C=NC2=NC=N1)I